(R)-3-((1R,3R)-1-(2,6-difluoro-4-(2-(3-(fluoromethyl)azetidin-1-yl)ethoxy)phenyl)-3-methyl-1,3,4,9-tetrahydro-2H-pyrido[3,4-b]indol-2-yl)-N,N,2-trimethylpropanamide FC1=C(C(=CC(=C1)OCCN1CC(C1)CF)F)[C@H]1N([C@@H](CC2=C1NC1=CC=CC=C21)C)C[C@H](C(=O)N(C)C)C